8-(hydroxymethyl)-2-(imidazol-1-yl)-N-[(trans)-4-methoxycyclohexyl]quinoline-4-carboxamide OCC=1C=CC=C2C(=CC(=NC12)N1C=NC=C1)C(=O)N[C@@H]1CC[C@H](CC1)OC